(1R)-6-chloro-1-[(2S,3S,4R,5R)-3,4-dihydroxy-5-(4-methylpyrrolo[2,3-d]pyrimidin-7-yl)tetrahydrofuran-2-yl]isochroman-3-one ClC=1C=C2CC(O[C@H](C2=CC1)[C@H]1O[C@H]([C@@H]([C@@H]1O)O)N1C=CC2=C1N=CN=C2C)=O